ClC=1C=CC=C2C=CC=C(C12)N1CC=2N=C(N=C(C2CC1)N1C[C@@H](N(CC1)C(=O)OC(C)(C)C)CC#N)OC[C@@H]1N(C[C@@H](C1)OC)C tert-butyl (2S)-4-[7-(8-chloro-1-naphthyl)-2-[[(2R,4R)-4-methoxy-1-methyl-pyrrolidin-2-yl]methoxy]-6,8-dihydro-5H-pyrido[3,4-d]pyrimidin-4-yl]-2-(cyanomethyl)piperazine-1-carboxylate